2-[3-hydroxy-4-[4-[2-hydroxy-4-(1-methoxycarbonylpropoxy)phenyl]-6-(4-methoxyphenyl)-1,3,5-triazin-2-yl]phenoxy]butyric acid methyl ester COC(C(CC)OC1=CC(=C(C=C1)C1=NC(=NC(=N1)C1=C(C=C(C=C1)OC(CC)C(=O)OC)O)C1=CC=C(C=C1)OC)O)=O